Butyronitril C(CCC)#N